C(C)(C)(C)C=1C(=C(C=C(C1)CCC(=O)OC)N1N=C2C(=N1)C=CC=C2)O 2-[3-tert-butyl-5'-(2-methoxycarbonylethyl)-2-hydroxy-phenyl]-benzotriazole